4-[2-formyl-5-(1-methylpyrazol-4-yl)-3-[2-(1-methylpyrazol-4-yl)ethyl]imidazol-4-yl]benzonitrile C(=O)C1=NC(=C(N1CCC=1C=NN(C1)C)C1=CC=C(C#N)C=C1)C=1C=NN(C1)C